C(C)N(C(=O)C1=C(C=CC(=C1)F)C1=C2C=NN(C2=CC(=C1)C1(CN(CC1)C(=O)OC(C)(C)C)F)C)C(C)C tert-Butyl 3-(4-{2-[ethyl(isopropyl)carbamoyl]-4-fluorophenyl}-1-methyl-1H-indazol-6-yl)-3-fluoropyrrolidine-1-carboxylate